5-((diphenylmethylene)amino)-4-fluoro-3-methylpyridin-2-amine C1(=CC=CC=C1)C(C1=CC=CC=C1)=NC=1C(=C(C(=NC1)N)C)F